ClC1=C(C=CC=C1)NC(NC=1C=NN(C1)C=1C=C(SC1)C(=O)N[C@@H]1CN(CC1)C(C)C)=O (S)-4-(4-(3-(2-chlorophenyl)ureido)-1H-pyrazol-1-yl)-N-(1-isopropylpyrrolidin-3-yl)thiophene-2-carboxamide